(3-(Tetradecyloxy)-5-(tridecyloxy)phenyl)methanol tert-butyl-4-[(6-[4-[(4-hydroxycyclohexyl)amino]-2-(methylsulfanyl)pyrimidin-5-yl]pyridin-3-yl)methyl]piperazine-1-carboxylate C(C)(C)(C)C1N(CCN(C1)CC=1C=NC(=CC1)C=1C(=NC(=NC1)SC)NC1CCC(CC1)O)C(=O)OCC1=CC(=CC(=C1)OCCCCCCCCCCCCC)OCCCCCCCCCCCCCC